(1R)-1-(4-chlorophenyl)-2-[5-(chloromethyl)-2H-1,2,3,4-tetrazol-2-yl]ethan-1-ol ClC1=CC=C(C=C1)[C@H](CN1N=C(N=N1)CCl)O